N1C(=NC=C1)CNCC1CCN(CC12CCCC2)C(=O)OC(C)(C)C tert-butyl 10-((((1H-imidazol-2-yl)methyl)amino)methyl)-7-azaspiro[4.5]decane-7-carboxylate